ClC1=C(C=C(C=2C([C@@]3([C@@H](CC(C=C3OC)=O)C)OC21)=O)OCCOC2OCCCC2)OS(=O)(=O)C(F)(F)F trifluoromethanesulfonic acid [(2S,5'R)-7-chloro-1'-methoxy-5'-methyl-3,3'-dioxo-4-(2-tetrahydropyran-2-yloxyethoxy) spiro[benzofuran-2,6'-cyclohexene]-6-yl] ester